2-(prop-1-en-2-yl)-N-(1-(3,4,5-trimethoxyphenyl)-1H-imidazol-4-yl)quinazolin-4-amine C=C(C)C1=NC2=CC=CC=C2C(=N1)NC=1N=CN(C1)C1=CC(=C(C(=C1)OC)OC)OC